CN(C1=CC=C(C=C1)C1=CC=C(C=C1)CN(C(=O)C1CCCCC1)C=1C=C(CNC(OC)=O)C=CC1)C Methyl 3-(N-((4'-(dimethylamino)-[1,1'-biphenyl]-4-yl)methyl)cyclohexanecarboxamido)benzylcarbamate